4-((7-methoxyquinolin-4-yl)oxy)benzenesulfonimidamide COC1=CC=C2C(=CC=NC2=C1)OC1=CC=C(C=C1)S(=O)(N)=N